ClC=1C=C2[C@@](C(NC2=CC1)=O)(C)C=1C=C2CCC(OC2=CC1)(C)C (3R)-5-chloro-3-(2,2-dimethylchroman-6-yl)-3-methyl-indolin-2-one